1-phenyl-1-(pyridin-2-yl)1-ethanol C1(=CC=CC=C1)C(C)(O)C1=NC=CC=C1